5-isopropyl-2-methylphenolate C(C)(C)C=1C=CC(=C(C1)[O-])C